2-Bromo-3-(ethylsulfanyl)-N-(1-methyl-1H-tetrazol-5-yl)-4-(trifluoromethyl)benzamid BrC1=C(C(=O)NC2=NN=NN2C)C=CC(=C1SCC)C(F)(F)F